CC1=C(OC2=C1C=C(C=C2)NCCCC2=CC=CC=C2)C(=O)OCC Ethyl 3-methyl-5-(3-phenylpropylamino)benzofuran-2-carboxylate